benzyl 2-(benzyloxy)-4-(N-((5-cyclohexylpyrazin-2-yl)methyl)-2,2,2-trifluoroacetamido)benzoate C(C1=CC=CC=C1)OC1=C(C(=O)OCC2=CC=CC=C2)C=CC(=C1)N(C(C(F)(F)F)=O)CC1=NC=C(N=C1)C1CCCCC1